9,10-bis[N-(p-tolyl)anilino]anthracene (S)-quinuclidin-3-yl-(5-(4-ethoxy-3,5-dimethylphenyl)-6-fluoro-2,2-dimethyl-2,3-dihydro-1H-inden-1-yl)carbamate N12CC(C(CC1)CC2)N(C(O)=O)[C@H]2C(CC1=CC(=C(C=C21)F)C2=CC(=C(C(=C2)C)OCC)C)(C)C.C2(=CC=C(C=C2)N(C2=CC=CC=C2)C=2C1=CC=CC=C1C(=C1C=CC=CC21)N(C2=CC=CC=C2)C2=CC=C(C=C2)C)C